1-(4-(methylthio)phenyl)-2-morpholinopropan CSC1=CC=C(C=C1)CC(C)N1CCOCC1